ClC=1C(=CC(=C(C1)C(C(=O)N)C)OC[C@@](CNC1CCN(CC1)CC1=CC=C(C=C1)Cl)(C)O)O 5-chloro-[2-({2S}-3-[(1-[4-chlorobenzyl]-4-piperidinyl)amino]-2-hydroxy-2-methylpropoxy)-4-hydroxyphenyl]propaneamide